1,1'-[ethyl-indenedioxy]dipropyl alcohol C(C)C1=C(C(C2=CC=CC=C12)OC(CC)O)OC(CC)O